C1(=C(C=C(C=C1)C)C)NC=O N-2,4-xylylformamide